2,3,4-biphenyltriol C=1(C(=C(C(=CC1)O)O)O)C1=CC=CC=C1